C(C=C)(=O)N1C[C@H]([C@@H](C1)OC)CN1C(C(=CC2=C1N=C(N=C2)NC=2C=NN(C2)C)C2=CC=CC=C2)=O 8-(((trans)-1-acryloyl-4-methoxypyrrolidin-3-yl)methyl)-2-((1-methyl-1H-pyrazol-4-yl)amino)-6-phenylpyrido[2,3-d]pyrimidin-7(8H)-one